COCN1N=C(C=C1)C=1C=C(C=C(C1)C=1C=NN(C1)C)[C@@H](C)NC(C1=C(C=CC(=C1)OC[C@H]1N(CC1)C)C)=O N-((R)-1-(3-(1-(methoxymethyl)-1H-pyrazol-3-yl)-5-(1-methyl-1H-pyrazol-4-yl)phenyl)ethyl)-2-methyl-5-(((S)-1-methylazetidin-2-yl)methoxy)benzamide